1-methyl-4-[4-(5-methyl-1,3-benzoxazol-2-yl)piperidin-1-yl]-2-oxo-7-{[(3S)-oxolane-3-yl]oxy}-1,2-dihydroquinoline-3-carbonitrile CN1C(C(=C(C2=CC=C(C=C12)O[C@@H]1COCC1)N1CCC(CC1)C=1OC2=C(N1)C=C(C=C2)C)C#N)=O